tert-butyl 8'-bromo-6'-chloro-3',4'-dihydro-2'H-spiro[morpholine-2,1'-naphthalene]-4-carboxylate BrC=1C=C(C=C2CCCC3(C12)CN(CCO3)C(=O)OC(C)(C)C)Cl